C(C=C)C=1C=C(C(=CC1)O)O 4-allylbenzene-1,2-diol